5-ethyl-N-[(3S)-3-piperidyl]-4-(1H-pyrazolo[3,4-b]pyridin-3-yl)pyrimidin-2-amine C(C)C=1C(=NC(=NC1)N[C@@H]1CNCCC1)C1=NNC2=NC=CC=C21